5-((3-oxabicyclo(3.1.0)hexan-1-yl)methoxy)-1,3,4-thiadiazol-2-amine C12(COCC2C1)COC1=NN=C(S1)N